(E)-ethyl 4-(4-(3-(2-chloropyridin-4-yl)acryloyloxy)phenyl)-6-methyl-2-oxo-1,2,3,4-tetrahydropyrimidine-5-carboxylate ClC1=NC=CC(=C1)/C=C/C(=O)OC1=CC=C(C=C1)C1NC(NC(=C1C(=O)OCC)C)=O